(3R)-3-amino-7-[5-(1-amino-2,2,2-trifluoro-ethyl)-1,3,4-oxadiazol-2-yl]-5-[(4-chlorophenyl)methyl]-8-fluoro-1,1-dioxo-2,3-dihydro-1lambda6,5-benzothiazepin-4-one N[C@H]1CS(C2=C(N(C1=O)CC1=CC=C(C=C1)Cl)C=C(C(=C2)F)C=2OC(=NN2)C(C(F)(F)F)N)(=O)=O